NC(C(=O)O)(CC1=CC(=C(C=C1)O)O)C 2-Amino-3-(3,4-dihydroxyphenyl)-2-methylpropanoic acid